N-(4-Chloro-3-cyano-1H-indol-7-yl)-1-[(1R,2S)-2-hydroxy-1-methyl-propyl]pyrazol-4-sulfonamid ClC1=C2C(=CNC2=C(C=C1)NS(=O)(=O)C=1C=NN(C1)[C@@H]([C@H](C)O)C)C#N